CC1=NC=C(C=N1)C=1C=CC=C2C=C(N(C(C12)=O)C1=CC=CC=C1)[C@H](C)NC1=NC=NC2=CC=C(C=C12)C#N (S)-4-((1-(8-(2-methylpyrimidin-5-yl)-1-oxo-2-phenyl-1,2-dihydroisoquinolin-3-yl)ethyl)amino)quinazoline-6-carbonitrile